3-butyl-2,3-dihydrothieno[3,4-b][1,4]dioxine C(CCC)C1OC=2C(OC1)=CSC2